(S)-3-benzyloxycarbonyl-5-oxo-4-vinyltetrahydro-1,3-oxazole C(C1=CC=CC=C1)OC(=O)N1COC([C@@H]1C=C)=O